trans-1-allyl-2,5-dimethylpiperazine C(C=C)N1[C@H](CN[C@@H](C1)C)C